3-AMINO-1H-PYRROLO[2,3-E]PYRIDINE-4-CARBALDEHYDE NC=1CNC2=CC=CN(C21)C=O